C1(=NC=CC2=CC=CC=C12)NCC=O 2-(isoquinolin-1-ylamino)ethanone